COC(=O)C1=C(C=CC=C1)[C@@H]1[C@@H](C1)C(=O)O (1R,2S)-2-(2-(methoxycarbonyl)phenyl)cyclopropane-1-carboxylic acid